O1CC(C1)N1CCN(CC1)C1=CC=C(C=C1)NC=1C=2N(C=C(N1)C1=CN=CC(=N1)N(C(=O)OC(C)(C)C)C(=O)OC(C)(C)C)C=CN2 di-tert-butyl {6-[8-({4-[4-(oxetan-3-yl)piperazin-1-yl]phenyl}amino)imidazo[1,2-a]pyrazin-6-yl]pyrazin-2-yl}imidodicarbonate